(S,E)-N-(1-(3,4-dimethoxyphenyl)-2-hydroxyethyl)-3-(5-methyl-1H-pyrrolo[2,3-b]pyridin-3-yl)acrylamide COC=1C=C(C=CC1OC)[C@@H](CO)NC(\C=C\C1=CNC2=NC=C(C=C21)C)=O